NC1=NC2=CC(=CC=C2C=C1Cl)/C=C/[C@@H]1[C@H]([C@H]([C@@H](C1)N1CCC2=C1N=CN=C2N)O)O (1S,2R,3R,5R)-3-((E)-2-(2-amino-3-chloroquinolin-7-yl)vinyl)-5-(4-amino-5,6-dihydro-7H-pyrrolo[2,3-d]pyrimidin-7-yl)cyclopentane-1,2-diol